BrC1=CC(=NC(=C1)C(NC(CF)C)=O)C(=O)O 4-bromo-6-[(1-fluoropropane-2-yl)carbamoyl]pyridine-2-carboxylic acid